3,5-dimethylspiro[6H-thieno[3,2-c]pyridin-7,1'-cyclobutan]-4-one CC1=CSC2=C1C(N(CC21CCC1)C)=O